(R)-7-(2-aminopropyl)-3-tritylbenzo[d]oxazole N[C@@H](CC1=CC=CC=2N(COC21)C(C2=CC=CC=C2)(C2=CC=CC=C2)C2=CC=CC=C2)C